4-(p-azidophenyl)butanoic acid sulfosuccinimidyl ester S(=O)(=O)(O)C1C(=O)N(C(C1)=O)OC(CCCC1=CC=C(C=C1)N=[N+]=[N-])=O